[Cl-].[Mn+3].OC1=C(C=C(C=C1)S(=O)(=O)[O-])C=NCCN=CC1=C(C=CC(=C1)S(=O)(=O)[O-])O [N,N'-bis[(2-hydroxy-5-sulfonatophenyl)methylene]-1,2-diaminoethane] manganese (III) chloride